tert-butyl 4-bromo-2-oxo-benzo[ct]indole-1-carboxylate BrC=1C=C2C3=C(C(N(C3=CC=C2)C(=O)OC(C)(C)C)=O)C1